C1(CC1)C1=CC2=C(N=CN=C2N[C@@H]2[C@H](COC3=CC=CC=C23)N2C[C@@H](OCC2)C(F)(F)F)N1 6-Cyclopropyl-N-((3R,4S)-3-((R)-2-(Trifluoromethyl)Morpholino)Chroman-4-Yl)-7H-Pyrrolo[2,3-D]Pyrimidin-4-Amine